CC(C)N1C=CC2=CC=CC=C12 1-(propan-2-yl)-1H-indol